N,N'-dicyclohexylmorpholine-4-carboximidamide C1(CCCCC1)NC(=NC1CCCCC1)N1CCOCC1